(S)-5-((tert-butyldiphenylsilyl)oxy)-6-((2-methoxyethyl)(methyl)amino)-2-methyl-hex-1-en-3-one [Si](C1=CC=CC=C1)(C1=CC=CC=C1)(C(C)(C)C)O[C@@H](CC(C(=C)C)=O)CN(C)CCOC